3-bromo-5-((4-((dieth-ylamino)methyl)phenylimino)methyl)phenyl 4-methylbenzoate CC1=CC=C(C(=O)OC2=CC(=CC(=C2)C=NC2=CC=C(C=C2)CN(CC)CC)Br)C=C1